4-methyl-1-((3-((2-methylbenzyl)oxy)prop-1-en-2-yl)oxy)pyridin-1-ium CC1=CC=[N+](C=C1)OC(=C)COCC1=C(C=CC=C1)C